OCC1CCC(N2C(C=3N(N1C2)C=C(C(C3)=O)C(=O)N)=O)C (hydroxymethyl)-5-methyl-7,9-dioxo-2,3,4,5,7,9-hexahydro-1,6-methanopyrido[1,2-b][1,2,5]triazonine-10-carboxamide